6-(2-amino-6-fluoro-5-(3-((4-methoxypiperidin-1-yl)methyl)-4-morpholinophenyl)pyridin-3-yl)-3,4-dihydroisoquinolin-1(2H)-one NC1=NC(=C(C=C1C=1C=C2CCNC(C2=CC1)=O)C1=CC(=C(C=C1)N1CCOCC1)CN1CCC(CC1)OC)F